C/C/1=C/CC2C(CC2C(CCC1OC(C)=O)=C)(C)C acetic acid (Z)-4,11,11-trimethyl-8-methylenebicyclo[7.2.0]undec-3-en-5-yl ester